BrC=1C=C(C=CC1)[C@@H](C)NC1=NC(=NC2=CC(=C(C=C12)OC)OCCCCCCCCCCCN1CCN(CC1)C(COC1=CC=C(C=C1)N1C(NC(CC1)=O)=O)=O)C (R)-1-(4-(2-(4-(11-((4-((1-(3-Bromophenyl)ethyl)amino)-6-methoxy-2-methyl-quinazolin-7-yl)oxy)undecyl)piperazin-1-yl)-2-oxoethoxy)phenyl)dihydropyrimidine-2,4(1H,3H)-dione